2-methylazetidine-1-carboxylic acid tert-butyl ester C(C)(C)(C)OC(=O)N1C(CC1)C